BrC1=C(N=C2C(=CC=NC2=C1)OC1=C(C=C(C=C1)NC(=O)C1=CN(C(=C(C1=O)C1=CC=C(C=C1)F)C)C(C)C)F)OC N-[4-[(7-bromo-6-methoxy-1,5-naphthyridin-4-yl)oxy]-3-fluorophenyl]-5-(4-fluorophenyl)-6-methyl-4-oxo-1-propan-2-ylpyridine-3-carboxamide